CC1=C(C(=CC=C1)C)N(CN2C=CC=N2)C(=O)CCl The molecule is an organochlorine compound that is 2-chloroacetamide substituted by a 2,6-dimethylphenyl and a (1H-pyrazol-1-ylmethyl) group at the nitrogen atom. It has a role as an environmental contaminant, a xenobiotic and a herbicide. It is an aromatic amide, an organochlorine compound and a member of pyrazoles.